BrC=1C=C2C(N([C@@](C2=C(C1)F)(OCC1(CC1)C#N)C1=CC=C(C=C1)Cl)CC1=NC=C(C#N)C=C1)=O (R)-6-((5-bromo-1-(4-chlorophenyl)-1-((1-cyanocyclopropyl)methoxy)-7-fluoro-3-oxoisoindolin-2-yl)methyl)nicotinonitrile